N-[2-(2,6-dioxopiperidin-3-yl)-1-oxo-3H-isoindol-5-yl]-1-methyl-3-(trifluoromethyl)pyrrolo[2,3-b]pyridine-5-carboxamide O=C1NC(CCC1N1C(C2=CC=C(C=C2C1)NC(=O)C=1C=C2C(=NC1)N(C=C2C(F)(F)F)C)=O)=O